(2-((R)-4-Cyanothiazolidin-3-yl)-2-oxoethyl)-6-((RS)-1-(6-methylpyridin-3-yl)ethyl)quinoline-4-carboxamide C(#N)[C@H]1N(CSC1)C(CC1=NC2=CC=C(C=C2C(=C1)C(=O)N)[C@@H](C)C=1C=NC(=CC1)C)=O |&1:22|